ClC=1C=C(C=CC1)[C@@H]1C[C@@H](C=2N1N=C(N2)S(=O)(=O)C2CC2)F (5S,7S)-5-(3-chlorophenyl)-2-(cyclopropylsulfonyl)-7-fluoro-6,7-dihydro-5H-pyrrolo[1,2-b][1,2,4]triazole